COCCOC(=O)NC1CCN(CC1)C=1SC=C(N1)C(=O)NC(C(=O)NC(C(=O)OC)=C)=C methyl 2-(2-(2-(4-(((2-methoxyethoxy)carbonyl)amino)piperidin-1-yl)thiazole-4-carboxamido)acrylamido)acrylate